FC(C(C(C(C(C(C(C(F)(F)F)(F)F)(F)F)(F)F)(F)F)(F)F)(F)F)(CCN=C=O)F 2-(perfluorooctyl)ethyl isocyanate